N-((1-((4-(4-(trifluoromethyl)phenyl)phthalazin-1-yl)amino)cyclobutyl)methyl)acrylamide tert-butyl-((1-((4-(4-(trifluoromethyl)phenyl)phthalazin-1-yl)amino)cyclobutyl)methyl)carbamate C(C)(C)(C)N(C(O)=O)CC1(CCC1)NC1=NN=C(C2=CC=CC=C12)C1=CC=C(C=C1)C(F)(F)F.FC(C1=CC=C(C=C1)C1=NN=C(C2=CC=CC=C12)NC1(CCC1)CNC(C=C)=O)(F)F